2-chloro-N-cyclohexyl-5-(4H-1,2,4-triazol-4-yl)benzamide ClC1=C(C(=O)NC2CCCCC2)C=C(C=C1)N1C=NN=C1